ClC=1N=CC(=NC1)C(=O)NN 5-chloropyrazin-2-carbohydrazide